6-(difluoromethoxy)-1',2',3',6'-tetrahydro-3,4'-bipyridine FC(OC1=CC=C(C=N1)C=1CCNCC1)F